CC=1N=C2N(C=C(C=C2)NC(=O)C2=CC=C(N=N2)N2CC3CCC(C2)N3C(=O)OC(C)(C)C)C1 tert-butyl 3-(6-((2-methylimidazo[1,2-a]pyridin-6-yl)carbamoyl)pyridazin-3-yl)-3,8-diazabicyclo[3.2.1]octane-8-carboxylate